ClC1=CC(=C(C(=O)OC)C=C1)S(N)(=O)=O Methyl 4-chloro-2-sulfamoylbenzoate